Cl.[Ce].[Ti].[Ir].[Ru] ruthenium iridium titanium cerium hydrochloric acid